8-(2,6-Dimethylpyridin-3-yl)-9-(4-((1-(3-fluoropropyl)azetidin-3-yl)methyl)phenyl)-6,7-dihydro-5H-benzo[7]annulen CC1=NC(=CC=C1C=1CCCC2=C(C1C1=CC=C(C=C1)CC1CN(C1)CCCF)C=CC=C2)C